(S)-2-(2-((3'-(1-aminoethyl)-5-(3-oxa-9-azaspiro[5.5]undecan-9-yl)-[1,1'-biphenyl]-3-yl)methoxy)phenyl)acetic acid N[C@@H](C)C=1C=C(C=CC1)C1=CC(=CC(=C1)N1CCC2(CCOCC2)CC1)COC1=C(C=CC=C1)CC(=O)O